ClC=1C=C(C=CC1F)NC(=O)N1CC2=C(CC1)ON=C2C(=O)N[C@@H](C(F)(F)F)C N5-(3-chloro-4-fluorophenyl)-N3-[(2R)-1,1,1-trifluoropropan-2-yl]-4H,5H,6H,7H-[1,2]oxazolo[4,5-c]pyridine-3,5-dicarboxamide